4-amino-1-isopropyl-N-(4-((methylthio)methyl)phenyl)-1H-pyrazolo[3,4-d]pyrimidine-3-carboxamide NC1=C2C(=NC=N1)N(N=C2C(=O)NC2=CC=C(C=C2)CSC)C(C)C